9,9-bis[4-(2-hydroxyethoxy)-3-propylphenyl]fluorene OCCOC1=C(C=C(C=C1)C1(C2=CC=CC=C2C=2C=CC=CC12)C1=CC(=C(C=C1)OCCO)CCC)CCC